CC=1C(=CC(=C(C1)NC(OC(C)(C)C)=O)[N+](=O)[O-])C(F)(F)F tert-Butyl 5-methyl-2-nitro-4-(trifluoromethyl)phenylcarbamate